CC(CC(=O)O)CCC(=O)O 3-methyl-1,6-hexanedioic acid